(S)-1-[3-(Benzo[d]isoxazol-3-yl)pyridine-2-yl]-2-(6-bromo-3-methylpyridine-2-yl)ethan-1-amine hydrochloride Cl.O1N=C(C2=C1C=CC=C2)C=2C(=NC=CC2)[C@H](CC2=NC(=CC=C2C)Br)N